C(CC(O)(C(=O)O)CC(=O)[O-])(=O)[O-].[Na+].[Na+] disodium citrate